1-cyclopropyl-2-(3-(5-fluoropyridin-2-yl)-5-(hydroxymethyl)-1H-pyrazol-1-yl)ethanol C1(CC1)C(CN1N=C(C=C1CO)C1=NC=C(C=C1)F)O